6-pyrazol-1-yl-2-[(1-thieno[3,2-d]pyrimidin-4-ylpiperidin-4-yl)methyl]pyridazin-3-one N1(N=CC=C1)C=1C=CC(N(N1)CC1CCN(CC1)C=1C2=C(N=CN1)C=CS2)=O